CC(C#CC1=CC2=C(OC[C@@H](C(N2C)=O)NC(=O)C2=NC=CC(=C2)OC=2C=NC=CC2)C=C1)(C)C (S)-N-(7-mono(3,3-dimethylbut-1-yn-1-yl)-5-methyl-4-oxo-2,3,4,5-tetrahydrobenzo[b][1,4]oxazepin-3-yl)-4-(pyridin-3-yloxy)pyridineamide